CN(C1=CC=C(C=C1)[N+](=O)[O-])C N,N-dimethyl-para-nitroaniline